3-(2,4-dichlorophenyl)propane-1,2-diamine ClC1=C(C=CC(=C1)Cl)CC(CN)N